N-methylcinnoline-3-carboxamide CNC(=O)C=1N=NC2=CC=CC=C2C1